NC=1C(=C(C=C2C=C(N=CC12)NC(=O)C1C(C1)F)C=1N(C=CC1)C=C)F N-(8-amino-7-fluoro-6-(1-ethenyl-1H-pyrrole-2-yl)isoquinolin-3-yl)-2-fluorocyclopropan-1-carboxamide